2-[6-[2-Fluoro-3-(trifluoromethyl)phenyl]pyrazolo[4,3-b]pyridin-1-yl]-N,N-dimethyl-acetamide FC1=C(C=CC=C1C(F)(F)F)C=1C=C2C(=NC1)C=NN2CC(=O)N(C)C